CSCC(C)O 1-(methylthio)-2-propanol